2-(((2S,3R,4S,5R,6R)-3,5-Dihydroxy-6-(hydroxymethyl)-4-(4-(3,4,5-trifluorophenyl)-1H-1,2,3-triazol-1-yl)tetrahydro-2H-pyran-2-yl)thio)-3-hydroxy-3-methyl-1-(piperidin-1-yl)butan-1-one O[C@H]1[C@@H](O[C@@H]([C@@H]([C@@H]1N1N=NC(=C1)C1=CC(=C(C(=C1)F)F)F)O)CO)SC(C(=O)N1CCCCC1)C(C)(C)O